FC(C(C(C(S(=O)(=O)[O-])(F)F)(F)F)(F)F)(S(=O)(=O)[O-])F.C1(=CC=CC=C1)[Sb+](C1=CC=CC=C1)(C1=CC=CC=C1)C1=CC=CC=C1.C1(=CC=CC=C1)[Sb+](C1=CC=CC=C1)(C1=CC=CC=C1)C1=CC=CC=C1 bis(tetraphenylantimony) perfluorobutane-1,4-disulfonate